CC(C(=O)O[NH3+])=C ammonio methylacrylate